ClC1=CC=C(C=C1)C=1C=C(C(N(N1)C1=CC(=CC=C1)F)=O)C(=O)NCCC(C)(C)O 6-(4-chlorophenyl)-2-(3-fluorophenyl)-N-(3-hydroxy-3-methylbutyl)-3-oxo-2,3-dihydropyridazine-4-carboxamide